tert-Butyl N-[(1-methylpyrazol-4-yl)-[[(2R)-1-methylpyrrolidin-2-yl]methyl] sulfamoyl]carbamate trifluoroacetate FC(C(=O)O)(F)F.CN1N=CC(=C1)N(S(=O)(=O)NC(OC(C)(C)C)=O)C[C@@H]1N(CCC1)C